N-[3-chloro-4-[4-(piperidine-4-carbonyl)piperazine-1-carbonyl]phenyl]-5-[4-(difluoromethoxy)-2-fluoro-phenyl]-1-methyl-imidazole-2-carboxamide formate C(=O)O.ClC=1C=C(C=CC1C(=O)N1CCN(CC1)C(=O)C1CCNCC1)NC(=O)C=1N(C(=CN1)C1=C(C=C(C=C1)OC(F)F)F)C